C(C)(C)(C)OC(=O)N1CC=2N(CC1)C(=NC2C=C)C2CC2 3-cyclopropyl-1-vinyl-5,6-dihydroimidazo[1,5-a]pyrazine-7(8H)-carboxylic acid tert-butyl ester